BrC1=C2CN(C(C2=CC(=C1)NC(CCN(C)C)=O)=O)C1CCC(CC1)C(=O)NC1=CC(=C(C=C1)C)OC (1s,4s)-4-(4-Bromo-6-(3-(dimethylamino)propanamido)-1-oxoisoindolin-2-yl)-N-(3-methoxy-4-methylphenyl)cyclohexanecarboxamide